The molecule is an oxooctadecadienoic acid that consists of 10E,12E-octadecadienoic acid with the oxo substituent located at position 9. It has a role as a metabolite. It is an oxooctadecadienoic acid and an enone. CCCCC/C=C/C=C/C(=O)CCCCCCCC(=O)O